acetic-stearic anhydride C(CCCCCCCCCCCCCCCCC)(=O)OC(C)=O